1-chloro-4-nitro-2-(trifluoromethyl)pyridine ClN1C(C=C(C=C1)[N+](=O)[O-])C(F)(F)F